C(C1=CC=CC=C1)N1[C@@H]([C@@H]2CC[C@H](C1)N2C(=O)OC(C)(C)C)CCO tert-butyl (1S,2R,5R)-3-benzyl-2-(2-hydroxyethyl)-3,8-diazabicyclo[3.2.1]octane-8-carboxylate